bicyclo[6.2.0]decyne C12C#CCCCCC2CC1